2-(5-Fluoropyridin-3-yl)-3-oxo-6-[6-(trifluoromethyl)pyridin-3-yl]-2,3-dihydropyridazine-4-carboxylic acid FC=1C=C(C=NC1)N1N=C(C=C(C1=O)C(=O)O)C=1C=NC(=CC1)C(F)(F)F